[SiH3][SiH2][SiH3] bis-silyl-silane